C1(CCCC1)N1C=CC=C(C1=O)C 1-cyclopentyl-5-methyl-6-oxo-1,6-dihydropyridin